azamevalonate C(N[C@@](O)(C)CCO)(=O)[O-]